4-(6-chloro-4-(1-phenylvinyl)pyridin-2-yl)morpholine ClC1=CC(=CC(=N1)N1CCOCC1)C(=C)C1=CC=CC=C1